tetramethylene-bis(p-hydroxybenzoic acid) OC1=CC(=C(C(=O)O)C=C1)CCCCC1=C(C(=O)O)C=CC(=C1)O